FC1=CC=C(C=C1)C1=CC(=CN1S(=O)(=O)C1=CC=C(C=C1)F)C=O 5-(4-fluorophenyl)-1-((4-fluorophenyl)sulfonyl)-1H-pyrrole-3-carbaldehyde